5-iodo-1-methyl-1H-imidazole IC1=CN=CN1C